(2,4-dichlorobenzyl)benzimidazole ClC1=C(CC=2NC3=C(N2)C=CC=C3)C=CC(=C1)Cl